Cl.ClCC=1NC=CC1 2-(chloromethyl)pyrrole hydrochloride